methyl (2S)-2-(benzyloxycarbonylamino)-3,3-dicyclopropyl-propanoate C(C1=CC=CC=C1)OC(=O)N[C@H](C(=O)OC)C(C1CC1)C1CC1